C(C)(C)(C)OC(=O)N1[C@H](CN(CC1)C1=NC=C(N=C1)C(F)(F)F)C (S)-2-methyl-4-(5-(trifluoromethyl)pyrazin-2-yl)piperazine-1-carboxylic acid tert-butyl ester